3-(2-(1-amino-5-(tert-butoxy)-1,5-dioxopentan-2-yl)-1-oxoisoindolin-5-yl)-1-methylpyrazin-1-ium iodide [I-].NC(C(CCC(=O)OC(C)(C)C)N1C(C2=CC=C(C=C2C1)C=1C=[N+](C=CN1)C)=O)=O